N-morpholinoethyl-2,4-dimethyl-5-formylpyrrole-3-formamide O1CCN(CC1)CCNC(=O)C1=C(NC(=C1C)C=O)C